C(C)C1=C(C#N)C(=CC(=C1)OC(C)C)N1CCN(CC1)CC=1N=NC=CC1 2-ethyl-4-isopropoxy-6-(4-(pyridazin-3-ylmethyl)piperazin-1-yl)benzonitrile